BrC=1C2=C(SC1C1=CC=CC=C1)C=C(C=C2)C2=CC=CC=C2 3-bromo-2,6-diphenyl-benzo[b]thiophene